monoaminomaleate N/C(/C(=O)[O-])=C/C(=O)[O-]